allyl-di-tert-butyl-phosphane tert-butyl-(S)-2-(2-((4-amino-7-bromoquinolin-3-yl)amino)-2-oxoethyl)pyrrolidine-1-carboxylate C(C)(C)(C)OC(=O)N1[C@@H](CCC1)CC(=O)NC=1C=NC2=CC(=CC=C2C1N)Br.C(C=C)P(C(C)(C)C)C(C)(C)C